ClC=1C=CC=C2C=CC=C(C12)N1CC=2N=C(N=C(C2CC1)N(CCN)C)OC[C@H]1N(CCC1)C N'-[7-(8-chloro-1-naphthyl)-2-[[(2S)-1-methylpyrrolidin-2-yl]methoxy]-6,8-dihydro-5H-pyrido[3,4-d]pyrimidin-4-yl]-N'-methyl-ethane-1,2-diamine